C(#N)[C@H]([C@H]1N(CCC1)C(=O)OC(C)(C)C)O tert-butyl (S)-2-((S)-cyano(hydroxy)methyl)pyrrolidine-1-carboxylate